S1C(=CC=C1)OC=1SC=CC1 thienyl (thiophenyl) oxide